CC(CCOC=1C=C(C=CC1)CC(=O)O)(CCOS(=O)(=O)C1=CC=C(C)C=C1)C 2-(3-((3,3-dimethyl-5-(tosyloxy)pentyl)oxy)phenyl)acetic acid